di-(2-picolyl)amine N1=C(C=CC=C1)CNCC1=NC=CC=C1